CC1=CC=C(C=C1)S(=O)(=O)[O-].CC1=[NH+]C(=CC=C1)C 2,6-Dimethylpyridinium p-toluenesulfonate salt